[N+](=O)([O-])C1=CC=C(C(=O)O[C@H]2C(CCC=3C=CC=NC23)C2N3C(C4=CC=CC=C24)=CN=C3)C=C1 (8s)-7-(5H-imidazo[5,1-a]isoindol-5-yl)-5,6,7,8-tetrahydroquinolin-8-yl 4-nitrobenzoate